1,8-diazabicyclo[5.4.0]-7-undecene formate C(=O)O.N12CCCCCC2=NCCC1